bismethanol C(CNCO)NCO